FC1=C(C=C(C=C1)C1=NC(=NO1)CN1CCC(CC1)C(=O)NC1=CC(=CC=C1)C(F)(F)F)C(F)(F)F 1-((5-(4-fluoro-3-(trifluoromethyl)phenyl)-1,2,4-oxadiazol-3-yl)methyl)-N-(3-(trifluoromethyl)phenyl)piperidine-4-carboxamide